FC(C)(F)C1=C(C=CC(=C1)F)C1=C(C2=C(S1)C=C(C=C2)O)OC2=CC=C(C=C2)O[C@@H]2CN(CC2)CCCF (S)-2-(2-(1,1-Difluoroethyl)-4-fluorophenyl)-3-(4-((1-(3-fluoropropyl)pyrrolidin-3-yl)oxy)phenoxy)benzo[b]thiophen-6-ol